1-(7-(8-ethynyl-3-hydroxynaphthalen-1-yl)-8-fluoro-2-((tetrahydro-1H-pyrrolizin-7a(5H)-yl)methoxy)pyrido[4,3-d]pyrimidin-4-yl)-1,4-diazocane-6-carbonitrile C(#C)C=1C=CC=C2C=C(C=C(C12)C1=C(C=2N=C(N=C(C2C=N1)N1CCNCC(CC1)C#N)OCC12CCCN2CCC1)F)O